1-benzyl-4,5,6,7-tetrahydroindazole-5-carboxylic acid C(C1=CC=CC=C1)N1N=CC=2CC(CCC12)C(=O)O